N-(4-{4-amino-5-bromo-7-methyl-7H-pyrrolo[2,3-d]pyrimidin-6-yl}-3-methylphenyl)prop-2-enamide NC=1C2=C(N=CN1)N(C(=C2Br)C2=C(C=C(C=C2)NC(C=C)=O)C)C